Propan-2-yl-cis-2-({[1-(5-fluoropyrimidin-2-yl)piperidin-4-yl]oxy}methyl)-3-{[(2S)-oxolan-2-carbonyl]amino}piperidin-1-carboxylat CC(C)OC(=O)N1[C@H]([C@H](CCC1)NC(=O)[C@H]1OCCC1)COC1CCN(CC1)C1=NC=C(C=N1)F